N-(3-fluorophenyl)-6-(1H-imidazol-1-yl)-4-(trifluoromethyl)picolinamide FC=1C=C(C=CC1)NC(C1=NC(=CC(=C1)C(F)(F)F)N1C=NC=C1)=O